N3,N3'-(5-Amino-3-iminopyridin-2,6(1H,3H)-diyliden)bis(N2,N2,6,7-tetramethylpyrazolo[1,5-a]pyridin-2,3-diamin) NC1=CC(C(NC1=NC=1C(=NN2C1C=CC(=C2C)C)N(C)C)=NC=2C(=NN1C2C=CC(=C1C)C)N(C)C)=N